N-[(1R)-1-[3-amino-5-(trifluoromethyl)phenyl]ethyl]-1-[3-(1-methyl-6-oxo-2-pyridyl)Phenyl]-6-oxo-pyridazine-3-carboxamide NC=1C=C(C=C(C1)C(F)(F)F)[C@@H](C)NC(=O)C1=NN(C(C=C1)=O)C1=CC(=CC=C1)C=1N(C(C=CC1)=O)C